(5-(5-(2,4-dimethylpyridin-3-yl)-1H-pyrrolo[2,3-b]pyridin-3-yl)pyrazolo[1,5-a]pyridin-3-yl)(piperidin-1-yl)methanone CC1=NC=CC(=C1C=1C=C2C(=NC1)NC=C2C2=CC=1N(C=C2)N=CC1C(=O)N1CCCCC1)C